5,10,15,20-tetra(4-ethynylphenyl)-porphyrin C(#C)C1=CC=C(C=C1)C=1C2=CC=C(N2)C(=C2C=CC(C(=C3C=CC(=C(C=4C=CC1N4)C4=CC=C(C=C4)C#C)N3)C3=CC=C(C=C3)C#C)=N2)C2=CC=C(C=C2)C#C